cobalt (2-ethylhexanoate) C(C)C(C(=O)[O-])CCCC.[Co+2].C(C)C(C(=O)[O-])CCCC